N[C@@H](CC(N)=O)C(=O)O L-asParagine